4-(8-(((5,6-dichloro-1H-benzo[d]imidazol-2-yl)methyl)amino)-6-(4-methylpiperazin-1-yl)imidazo[1,2-b]pyridazin-3-yl)thiophene-2-carbonitrile ClC1=CC2=C(NC(=N2)CNC=2C=3N(N=C(C2)N2CCN(CC2)C)C(=CN3)C=3C=C(SC3)C#N)C=C1Cl